5-(prop-1-en-2-yloxy)-1-(tetrahydro-2H-pyran-2-yl)-1H-indazole C=C(C)OC=1C=C2C=NN(C2=CC1)C1OCCCC1